C(C)(C)(C)C=1C=C(C=C(C1)F)[C@H](C)NC(=O)C1=CC=C2C(=C(N(C2=C1)CC(C)C)C)CC=1C=C(OC(C(=O)OC)(C)C)C=C(C1)F methyl (S)-2-(3-((6-((1-(3-(tert-butyl)-5-fluorophenyl)ethyl)carbamoyl)-1-isobutyl-2-methyl-1H-indol-3-yl)methyl)-5-fluorophenoxy)-2-methylpropanoate